3-((6-bromo-5-methyl-1,2,4-triazin-3-yl)amino)-1-methylcyclobutane-1-ol BrC1=C(N=C(N=N1)NC1CC(C1)(O)C)C